7-(3-fluoro-4-(trifluoromethyl)phenyl)-2-(hydroxymethyl)-N-(isoquinolin-6-yl)-5-(methoxymethyl)-4,7-dihydropyrazolo[1,5-a]pyrimidine-6-carboxamide FC=1C=C(C=CC1C(F)(F)F)C1C(=C(NC=2N1N=C(C2)CO)COC)C(=O)NC=2C=C1C=CN=CC1=CC2